CC1(OCCC(C1)CS(=O)(=O)O)C.IC=1C2=C(C(=NC1)OC)N=C(S2)NC(C2=CC=CC=C2)=O N-(7-iodo-4-methoxythiazolo[4,5-c]pyridin-2-yl)benzamide 2,2-dimethyloxan-4-yl-methanesulfonate